Picolinimidohydrazide N1=C(C=CC=C1)C(NN)=N